[1,5,9]triazacyclotridecine-11(10H)-carboxylate N=1C=CC=NC=CC=NCC(=CC1)C(=O)[O-]